(E)-N-(2-(phenoxymethyl)phenyl)-3-(1-(tetrahydro-2H-pyran-2-yl)-1H-indazol-6-yl)acrylamide O(C1=CC=CC=C1)CC1=C(C=CC=C1)NC(\C=C\C1=CC=C2C=NN(C2=C1)C1OCCCC1)=O